2'-anilino-6-(N,N-dipentane-1-ylamino)-3'-methyl-3H-spiro[isobenzofuran-1,9'-xanthene]-3-one N(C1=CC=CC=C1)C1=CC=2C3(C4=CC=CC=C4OC2C=C1C)OC(C1=CC=C(C=C13)N(CCCCC)CCCCC)=O